NC=1C=2N(C3=CC(=CC=C3N1)C(=O)N(C)[C@@H]1CO[C@@H](C3=CC(=CC=C13)F)C)C=NC2 4-amino-N-((1R,4S)-7-fluoro-1-methylisochroman-4-yl)-N-methyl-imidazo[1,5-a]quinoxaline-8-carboxamide